FC(N1N=CC(=C1)C=1C=C2C(=NC=NN2C1)N1CC2CCC(C1)N2C(=O)[C@@H]2[C@H](C2)C#N)F |r| Rac-(1S,2S)-2-(3-(6-(1-(difluoromethyl)-1H-pyrazol-4-yl)pyrrolo[2,1-f][1,2,4]triazin-4-yl)-3,8-diazabicyclo[3.2.1]octane-8-carbonyl)cyclopropane-1-carbonitrile